C(CCC)OC(C(C(C(=O)OCCCC)CC(C)C)(CC(C)C)C#N)=O 2-cyano-2,3-diisobutylbutanedioic acid di-n-butyl ester